1-(4-((6-chloropyridazin-3-yl)methyl)-2,3-dioxo-3,4-dihydropyrazin-1(2H)-yl)cyclopropane-1-carbonitrile ClC1=CC=C(N=N1)CN1C(C(N(C=C1)C1(CC1)C#N)=O)=O